ClC1=C(C=CC(=C1)C(F)(F)F)N=C(N(C)C)NC(C)C1=NC=NN1C1=NC=CC=N1 2-{2-chloro-4-(trifluoromethyl)phenyl}-1,1-dimethyl-3-[1-{1-(pyrimidin-2-yl)-1H-1,2,4-triazole-5-yl}ethyl]guanidine